(S)-N'-((3-isopropylbicyclo[4.2.0]octa-1(6),2,4-trien-2-yl)carbamoyl)-6,7-dihydro-5H-pyrazolo[5,1-b][1,3]oxazine-3-sulfonimidamide C(C)(C)C1=C(C=2CCC2C=C1)NC(=O)N=[S@@](=O)(N)C=1C=NN2C1OCCC2